C(C)N1C=C(C=CC1=O)NC(C1=CC(=NC=C1)N1C=NC=C1)=O N-(1-ethyl-6-oxo-1,6-dihydropyridin-3-yl)-2-(1H-imidazol-1-yl)isonicotinamide